(trans)-N-(6-(2H-1,2,3-triazol-2-yl)-5-(trifluoromethyl)pyridin-3-yl)-2-chloro-6,7-dihydrospiro[cyclopenta[e]pyrazolo[1,5-a]pyrimidine-8,2'-oxetan]-6-carboxamide N=1N(N=CC1)C1=C(C=C(C=N1)NC(=O)C1CC2(OCC2)C2=C1C=NC=1N2N=C(C1)Cl)C(F)(F)F